Cl.FC(C1(CCC1)COC1=NNC=C1)(F)F 3-(1-trifluoromethyl-cyclobutylmethoxy)-1H-pyrazole hydrochloride